Cis-2-(4-phenoxyphenyl)-5,5a,6,7,8,8a-hexahydro-4H-pyrazolo[1,5-a]pyrrolo[3,4-e]pyrimidine-3-carboxamide O(C1=CC=CC=C1)C1=CC=C(C=C1)C1=NN2C(NC[C@H]3[C@@H]2CNC3)=C1C(=O)N